(Z)-2-cyano-N-(3,4-dichlorophenyl)-3-hydroxy-3-(5-methylisoxazol-4-yl)acrylamide methyl-6-fluoro-4-[(3-methyloxetan-3-yl)carbonyl]-3,5-dihydro-2H-1,4-benzoxazepine-8-carboxylate COC(=O)C1=CC2=C(CN(CCO2)C(=O)C2(COC2)C)C(=C1)F.C(#N)/C(/C(=O)NC1=CC(=C(C=C1)Cl)Cl)=C(\C=1C=NOC1C)/O